tert-butyl (2R,5S)-5-methyl-2-[4-(4,4,5,5-tetramethyl-1,3,2-dioxaborolan-2-yl)phenyl]piperidine-1-carboxylate C[C@H]1CC[C@@H](N(C1)C(=O)OC(C)(C)C)C1=CC=C(C=C1)B1OC(C(O1)(C)C)(C)C